C(C)N(C=1C=C2C=3C=CC=CC3CC2=CC1)CC 6-diethylaminofluorene